(5-diphenylphosphino-9,9-dimethylxanth-4-yl)-diphenylphosphine C1(=CC=CC=C1)P(C1=C2OC=3C(=CC=CC3C(C2=CC=C1)(C)C)P(C1=CC=CC=C1)C1=CC=CC=C1)C1=CC=CC=C1